2-amino-4-[4-[(2S,5R)-2,5-dimethylpiperazin-1-yl]-8-fluoro-2-[[(2S)-1-methyl-pyrrolidin-2-yl]methoxy]-6-(trifluoromethyl)quinazolin-7-yl]-7-fluoro-benzothiophene-3-carbonitrile NC=1SC2=C(C1C#N)C(=CC=C2F)C2=C(C=C1C(=NC(=NC1=C2F)OC[C@H]2N(CCC2)C)N2[C@H](CN[C@@H](C2)C)C)C(F)(F)F